5-(bromomethyl)-2-cyclopropyl-3-fluoropyridine BrCC=1C=C(C(=NC1)C1CC1)F